pyridine-2,4,6-tricarboxylic acid N1=C(C=C(C=C1C(=O)O)C(=O)O)C(=O)O